C(C)C1=CC=C(C=C1)[Sn] p-ethylphenyl-tin